1-[4-(3-{5-[(R)-(1,3-dimethyl-azetidin-3-yl)-hydroxy-(4-isopropyl-phenyl)-methyl]-pyridin-3-yl}-[1,2,4]Oxadiazol-5-yl)-piperidin-1-yl]-3-methoxy-propan-1-one CN1CC(C1)(C)[C@@](C=1C=C(C=NC1)C1=NOC(=N1)C1CCN(CC1)C(CCOC)=O)(C1=CC=C(C=C1)C(C)C)O